C1(CC1)C1=CC=C(C=C1)N1N=C2CCN(CC3C2=C1CCN3C(C3=C(N=C(C=C3N)C(F)(F)F)N)=O)C(C=C)=O 1-(2-(4-cyclopropylphenyl)-5-(2,4-diamino-6-(trifluoromethyl)nicotinoyl)-2,3,4,5,5a,6,8,9-octahydro-7H-1,2,5,7-tetraazabenzo[cd]azulen-7-yl)prop-2-en-1-one